7-amino-3-((S)-1-((E)-3-((R)-azetidin-2-yl)acryloyl)piperidin-3-yl)-1-(4-phenoxyphenyl)-1,5-dihydro-4H-pyrrolo[2,3-d]pyridazin-4-one NC1=NNC(C2=C1N(C=C2[C@H]2CN(CCC2)C(\C=C\[C@@H]2NCC2)=O)C2=CC=C(C=C2)OC2=CC=CC=C2)=O